5-vinylpyrrolidine-2-carboxylic acid methyl ester COC(=O)C1NC(CC1)C=C